COCCOC=1C=C(C(=O)NC(C(=O)O)CC)C=CC1 2-(3-(2-methoxyethoxy)benzamido)butanoic acid